N-{2-chloro-6-[4-(propan-2-yl)piperazin-1-yl]phenyl}-4-methyl-4-(5-methyl-1,2-oxazol-3-yl)piperidine-1-Carboxamide ClC1=C(C(=CC=C1)N1CCN(CC1)C(C)C)NC(=O)N1CCC(CC1)(C1=NOC(=C1)C)C